NC=1C(=NC(=C(N1)F)C1=CC=C(C=C1)N1CCN(CC1)C(C)C)C=1C=C2C=C(NC(C2=C(C1)F)=O)C 6-(3-amino-5-fluoro-6-(4-(4-isopropylpiperazin-1-yl)phenyl)pyrazin-2-yl)-8-fluoro-3-methylisoquinolin-1(2H)-one